7-(4-methylbenzylidene)-8-oxo-5,6,7,8-tetrahydronaphthalene-2-carboxylic acid CC1=CC=C(C=C2CCC=3C=CC(=CC3C2=O)C(=O)O)C=C1